CN1N=NN=C1NC(C1=C(N=C(C=C1)C(F)(F)F)COC1=NN=NN1C)=O N-(1-methyl-1H-tetrazol-5-yl)-2-(((1-methyl-1H-tetrazol-5-yl)oxy)methyl)-6-(trifluoromethyl)nicotinamide